6-(benzo[c][1,2,5]thiadiazol-4-ylamino)-2-(tricosan-12-yl)-1H-benzo[de]isoquinoline-1,3(2H)-dione N=1SN=C2C1C=CC=C2NC=2C=CC=1C(N(C(C3=CC=CC2C13)=O)C(CCCCCCCCCCC)CCCCCCCCCCC)=O